ClC1=CC=C(C=C1)C1=C(N=C(N1)C1=CC=C(C=C1)OC(C)C1=CC(=CC=C1)C(F)(F)F)C 5-(4-chlorophenyl)-4-methyl-2-(4-(1-(3-(trifluoromethyl)phenyl)ethoxy)phenyl)-1H-imidazole